N-(2-acetyl-4-methylphenyl)picolinamide C(C)(=O)C1=C(C=CC(=C1)C)NC(C1=NC=CC=C1)=O